2-[(dodecylthiocarbonyl)thio]propanoic acid C(CCCCCCCCCCC)C(=S)SC(C(=O)O)C